FC(OC=1C=C(C=CC1)C=1C=C(OC1C)C(=O)O)F 4-(3-(difluoromethoxy)phenyl)-5-methylfuran-2-carboxylic acid